1-(2,3-difluorobenzyl)cyclobutane-1-carbonitrile FC1=C(CC2(CCC2)C#N)C=CC=C1F